8-bromo-5-methylimidazo[1,2-a]pyridine-3-carbonitrile BrC=1C=2N(C(=CC1)C)C(=CN2)C#N